3-(3-cyclopropyl-2-fluorophenoxy)cinnoline C1(CC1)C=1C(=C(OC=2N=NC3=CC=CC=C3C2)C=CC1)F